Methyl 2-[3-[(trans)-2-[5-(pyrrolidin-1-ylmethyl)-2-pyridyl]vinyl]-1-tetrahydropyran-2-ylindazol-6-yl]oxybenzoate N1(CCCC1)CC=1C=CC(=NC1)/C=C/C1=NN(C2=CC(=CC=C12)OC1=C(C(=O)OC)C=CC=C1)C1OCCCC1